Benzyl-pent-4-ynecarboxylic acid C(C1=CC=CC=C1)C(CCC#C)C(=O)O